4-benzyloxy-3-chloro-5-methoxy-N,N-dimethylbenzamide C(C1=CC=CC=C1)OC1=C(C=C(C(=O)N(C)C)C=C1OC)Cl